C(C1=CC=CC=C1)NC(=O)[C@]12[C@@H]([C@@H]3[C@H](C(N1)=O)[C@@H](CN3CC3=CC=C(C=C3)OC(F)(F)F)C2)CC(C)C |o1:10,11,12,13,17| (3S*,3aR*,6S*,7R*,7aR*)-N-benzyl-7-isobutyl-4-oxo-1-(4-(trifluoromethoxy)benzyl)octahydro-6H-3,6-methanopyrrolo[3,2-c]pyridine-6-carboxamide